ethyl 3-methylbenzimidate hydrochloride Cl.CC=1C=C(C(OCC)=N)C=CC1